BrC1=C(C=C(C(=C1)Br)OC)S(=O)(=O)N[C@@H](CNC(C)(C)C)CCCC (R)-2,4-dibromo-N-(1-(tert-butylamino)hexan-2-yl)-5-methoxybenzenesulfonamide